(decanoyloxy)7-(2-(4-(6-fluorobenzothiophen-4-yl)piperazin-1-yl)ethyl)-2-oxo-3,4-dihydroquinoline-1(2H)-carboxylic acid methyl ester COC(=O)N1C(C(CC2=CC=C(C=C12)CCN1CCN(CC1)C1=CC(=CC2=C1C=CS2)F)OC(CCCCCCCCC)=O)=O